NC1=CC=C(C(=O)OCC(C)OC(C2=CC=C(C=C2)N)=O)C=C1 propylene glycol bis(4-aminobenzoate)